O=C(OCC1=CC=CC=C1)NCCCC(NCCOCCOCC(=O)[O-])=O 3,8-dioxo-1-phenyl-2,12,15-trioxa-4,9-diazaheptadecan-17-oate